FC1=C(C=C(C(=C1)N1C[C@H](N([C@H](C1)C)C)C)NC(=O)C1=CNC(C=C1C(F)(F)F)=O)C1=CCCN(C1)C(=O)O 5-[2-fluoro-5-[[6-oxo-4-(trifluoromethyl)-1H-pyridine-3-carbonyl]amino]-4-[(3R,5S)-3,4,5-trimethylpiperazin-1-yl]phenyl]-3,6-dihydro-2H-pyridine-1-carboxylic acid